C(C1=CC=CC=C1)N1N=CC(=C1)C(=O)N1CC2(CN(C2)C(=O)OC(C)(C)C)C(C1)(C(=O)OCC)C 2-(tert-butyl) 8-ethyl 6-(1-benzyl-1H-pyrazole-4-carbonyl)-8-methyl-2,6-diazaspiro[3.4]octane-2,8-dicarboxylate